OC1=C(C=C(C=C1)C1=CC(=C(C=C1)O)C(=O)[O-])C(=O)[O-] 4,4'-dihydroxy-(1,1'-biphenyl)-3,3'-dicarboxylate